(4-((2-Methoxyphenyl)amino)-6-(1,2,3,4-tetrahydroisoquinoline-2-carbonyl)-pyrimidin-2-yl)carbamic acid tert-butyl ester C(C)(C)(C)OC(NC1=NC(=CC(=N1)NC1=C(C=CC=C1)OC)C(=O)N1CC2=CC=CC=C2CC1)=O